N,N-dimethyl-4-iodoamphetamine CN(C(C)CC1=CC=C(C=C1)I)C